7-methoxy-1-methyl-1H-1,3-benzodiazole COC1=CC=CC2=C1N(C=N2)C